BrCCCCCCCCC 9-bromononan